C(C)OC(C)(C)[C@@]1(CN(CC1)C(C)(C)C=1C=NC(=CC1)C)CCNC(=N)NC (S)-1-(2-(3-(2-ethoxypropan-2-yl)-1-(2-(6-methylpyridin-3-yl)propan-2-yl)pyrrolidin-3-yl)ethyl)-3-methylguanidine